C(=O)[C@@H]1CC[C@H](CC1)N1C(N=C(C=C1)NC(=O)N1CCN(CC1)C(C(C)(C)NC(OC(C)(C)C)=O)=O)=O trans-tert-butyl (1-(4-((1-(4-formylcyclohexyl)-2-oxo-1,2-dihydropyrimidin-4-yl)carbamoyl)piperazin-1-yl)-2-methyl-1-oxopropan-2-yl)carbamate